1,4-di(2-bromoethoxy)benzene BrCCOC1=CC=C(C=C1)OCCBr